Methyl 2-((4-chlorophenyl)amino)-4-((2-methoxy-3-(1-methyl-1H-1,2,4-triazol-3-yl) phenyl) amino)pyrimidine-5-carboxylate ClC1=CC=C(C=C1)NC1=NC=C(C(=N1)NC1=C(C(=CC=C1)C1=NN(C=N1)C)OC)C(=O)OC